N1CC(C1)C=1SC(=C(N1)C(F)(F)F)C1=NC(=NC=C1F)NC1CCN(CC1)S(=O)(=O)C 4-[2-(azetidin-3-yl)-4-(trifluoromethyl)thiazol-5-yl]-5-fluoro-N-(1-methylsulfonyl-4-piperidyl)pyrimidin-2-amine